2-(hydroxycarbamoyl)-N-[4-[[4-[[(4-isopropylphenyl)sulfonylamino]methyl]triazol-1-yl]methyl]phenyl]-4-methyl-pentanamide ONC(=O)C(C(=O)NC1=CC=C(C=C1)CN1N=NC(=C1)CNS(=O)(=O)C1=CC=C(C=C1)C(C)C)CC(C)C